ClC1=C(C(=C(N=N1)NC=1SC2=C(N1)C=CC=C2)C)C N-(6-chloro-4,5-dimethylpyridazin-3-yl)-1,3-benzothiazol-2-amine